C(C)O[Si](OCC)(OCC)CN1CCOCC1 4-(triethoxysilylmethyl)-tetrahydro-1,4-oxazine